4-(3-Methyl-5-nitro-indol-1-yl)-2-[(1-methylpyrazol-4-yl)amino]pyrimidine-5-carbonitrile CC1=CN(C2=CC=C(C=C12)[N+](=O)[O-])C1=NC(=NC=C1C#N)NC=1C=NN(C1)C